1,4-bis(triethoxysilyl)-2,3-difluorobenzene C(C)O[Si](C1=C(C(=C(C=C1)[Si](OCC)(OCC)OCC)F)F)(OCC)OCC